5-(5-(trifluoromethyl)-1,2,4-oxadiazol-3-yl)pyridin FC(C1=NC(=NO1)C=1C=CC=NC1)(F)F